5-(1-iminoethyl)ornithine N=C(C)C(CC[C@H](N)C(=O)O)N